3-chloro-5-[3-[1-[3,6-dimethyl-4-oxo-2-(1-piperidyl)chromen-8-yl]ethyl-amino]-2-pyridyl]-2-(4,4,5,5-tetramethyl-1,3,2-dioxaborolan-2-yl)benzaldehyde ClC=1C(=C(C=O)C=C(C1)C1=NC=CC=C1NC(C)C=1C=C(C=C2C(C(=C(OC12)N1CCCCC1)C)=O)C)B1OC(C(O1)(C)C)(C)C